OC1=C(C(NC2=CC=C(C=C12)[N+](=O)[O-])=O)C1=CC=CC=C1 4-hydroxy-6-nitro-3-phenylquinolin-2(1H)-one